C(#N)C=1C=C(C=C(C1)C(F)(F)F)[C@H](C)NC(=O)C=1C(NC2=C(N=C(C=C2C1N1CCN[C@H](CC1)C)C)C1CC1)=O N-{(S)-1-[3-cyano-5-(trifluoromethyl)phenyl]ethyl}-4-[(S)-5-methyl-1,4-diazepan-1-yl]-8-cyclopropyl-6-methyl-2-oxo-1,2-dihydro-1,7-diaza-3-naphthamide